4-Chloro-6-(morpholin-4-yl)-8-oxa-3,5,10-triazatricyclo[7.4.0.02,7]trideca-1(9),2(7),3,5,10,12-hexaene-12-carbaldehyde ClC1=NC=2C=3C=C(C=NC3OC2C(=N1)N1CCOCC1)C=O